C(#N)C1=C(C=C(C=N1)NC(C(C(=O)OC1CCOCC1)(C)O)=O)C(F)(F)F Tetrahydropyran-4-yl 3-[[6-cyano-5-(trifluoromethyl)pyridin-3-yl]amino]-2-hydroxy-2-methyl-3-oxo-propanoate